(3R)-N-[(1R)-1-(2,3-dichloro-6-hydroxyphenyl)ethyl]piperidine-3-carboxamide ClC1=C(C(=CC=C1Cl)O)[C@@H](C)NC(=O)[C@H]1CNCCC1